3-methoxy-4-(2-(4-tosylpiperazin-1-yl)ethoxy)benzaldehyde COC=1C=C(C=O)C=CC1OCCN1CCN(CC1)S(=O)(=O)C1=CC=C(C)C=C1